tert-butyl 4-(4-((4-([1,2,4]triazolo[1,5-a]pyridin-7-yloxy)-2-fluoro-3-methylphenyl)amino)pyrido[3,2-d]pyrimidin-6-yl)piperazine-1-carboxylate N=1C=NN2C1C=C(C=C2)OC2=C(C(=C(C=C2)NC=2C1=C(N=CN2)C=CC(=N1)N1CCN(CC1)C(=O)OC(C)(C)C)F)C